C(C)(C)(C)OC(=O)ON=C(C#N)C1=CC=CC=C1 2-(tert-butyloxycarbonyl-oxyimino)-2-phenylacetonitrile